(methyl-(5,6,7,8-tetrahydroquinolin-8-yl)amino)-2-(pyridin-2-yl)-4,5,6,7-tetrahydro-2H-indazol-3-ol CN(C1CCCC=2C=CC=NC12)C1C2=C(N(N=C2CCC1)C1=NC=CC=C1)O